6-methyl-N-(7-methyl-[1,2,4]triazolo[1,5-a]pyridin-6-yl)-9-(tetrahydro-2H-pyran-4-yl)-9H-imidazo[2,1-f]purin-2-amine CC1=CN=C2N(C=3N=C(N=CC3N21)NC=2C(=CC=1N(C2)N=CN1)C)C1CCOCC1